C12OCC(N(C1)C=1C=NC=3CCN(CC3C1)C=1C(=C(C=3N(N1)C(C=C(N3)C)=O)C)C)C2 7-(3-(2-oxa-5-azabicyclo[2.2.1]heptan-5-yl)-7,8-dihydro-1,6-naphthyridin-6(5H)-yl)-2,8,9-trimethyl-4H-pyrimido[1,2-b]pyridazin-4-one